2-ethynylspiro[2.2]pentane C(#C)C1CC12CC2